C(CC(=O)O)[C@@H](C(=O)OP(=O)(O)O)N The molecule is an alpha-glutamyl phosphate. It is a conjugate acid of a L-alpha-glutamyl phosphate(2-). It is an enantiomer of a D-alpha-glutamyl phosphate.